(2R,4R)-1-(2-(3-chloro-2-fluorophenyl)acetyl)-4-((3-fluoro-6-((5-methyl-1H-pyrazol-3-yl)amino)pyridin-2-yl)methyl)-2-methyl-piperidine-4-carboxylic acid ClC=1C(=C(C=CC1)CC(=O)N1[C@@H](C[C@@](CC1)(C(=O)O)CC1=NC(=CC=C1F)NC1=NNC(=C1)C)C)F